ClCCC(=C(C1=CC=C(C=C1)O)C1=CC=C(C=C1)N1CCC(CC1)CN1CCC(CC1)C=1C=C2C(N(C(C2=CC1F)=O)C1C(NC(CC1)=O)=O)=O)C1=CC=CC=C1 5-(1-((1-(4-(4-chloro-1-(4-hydroxyphenyl)-2-phenylbut-1-en-1-yl)phenyl)piperidin-4-yl)methyl)piperidin-4-yl)-2-(2,6-dioxopiperidin-3-yl)-6-fluoroisoindoline-1,3-dione